FC1=C(CC=2C=3N(C=C(N2)C#N)C=CN3)C=CC=C1 8-(2-fluorobenzyl)imidazo[1,2-a]Pyrazine-6-carbonitrile